5cis-Benzyl (1-(4-(2-aminoethyl)-2,5-difluorophenyl)-4-fluoropyrrolidin-3-yl)(methyl)carbamate NCCC1=CC(=C(C=C1F)N1CC(C(C1)F)N(C(OCC1=CC=CC=C1)=O)C)F